sodium tetradecanoyl alcohol C(CCCCCCCCCCCCC)(=O)O.[Na]